C(N)(OCC(N1N=C(C=C1Br)Br)C(C)(C)C)=O (tert-butyl 2-(3,5-dibromo-1H-pyrazol-1-yl) ethyl) carbamate